10-(hydroxymethyl)eicosanoic acid benzyl ester C(C1=CC=CC=C1)OC(CCCCCCCCC(CCCCCCCCCC)CO)=O